C(CCCC)OC(CCCC\C=C/CCO)OCCCCC (3Z)-9,9-dipentoxy-3-nonen-1-ol